4-(((1,2,3,4-tetrachloro-9-(dimethylamino)-5H-benzophenothiazin-5-ylidene)amino)methyl)benzyl alcohol ClC1=C(C(=C(C=2C(C=C3SC=4C=C(C=CC4N=C3C21)N(C)C)=NCC2=CC=C(CO)C=C2)Cl)Cl)Cl